2,6-difluoro-N-(thiazol-4-yl)benzenesulfonamide 2,2,2-trifluoroacetate FC(C(=O)O)(F)F.FC1=C(C(=CC=C1)F)S(=O)(=O)NC=1N=CSC1